CN1N=C(C=2C1=NC=CC2)C(=O)N2[C@H]1CC=3C(=NN(C3C3=CC(=NN3C)C(F)(F)F)C)[C@@H]2CCC1 (1-Methyl-1H-pyrazolo[3,4-b]pyridin-3-yl)((5R,9S)-2-methyl-3-(1-methyl-3-(trifluoromethyl)-1H-pyrazol-5-yl)-4,5,6,7,8,9-hexahydro-2H-5,9-epiminocycloocta[c]pyrazol-10-yl)methanone